ClC1=CC(=C(N=N1)C1=CC=CC2=C1N(C(S2)=N)COCC[Si](C)(C)C)C (6-chloro-4-methyl-pyridazin-3-yl)-3-(2-trimethylsilylethoxymethyl)-1,3-benzothiazol-2-imine